BrC=1C(=C(C=CC1)NC(=O)C1=NN2C([C@H](CCC2)NC(C(=O)OC)(C)C)=C1)Cl methyl 2-[[(4S)-2-[(3-bromo-2-chloro-phenyl)carbamoyl]-4,5,6,7-tetrahydropyrazolo[1,5-a]pyridin-4-yl]amino]-2-methyl-propanoate